C1(CCCC1)OC=1C=C(C=CC1OCCCCCCCN1CCC(CC1)C1=C2CN(C(C2=CC(=C1)F)=O)C1C(NC(CC1)=O)=O)N1C(C2=CC=CC=C2C1=O)=O 2-(3-(cyclopentyloxy)-4-((7-(4-(2-(2,6-dioxopiperidin-3-yl)-6-fluoro-1-oxoisoindolin-4-yl)piperidin-1-yl)heptyl)oxy)phenyl)-isoindoline-1,3-dione